C(C)(C)C=1C(=NNC1)[C@@H]1[C@@H](N(CCC1)C(=O)OC)CO[C@@H]1CC[C@@H](CC1)C1=CC=CC=C1 Methyl (2R,3S)-3-(4-isopropyl-1H-pyrazol-3-yl)-2-((((CIS)-4-phenylcyclohexyl)oxy)-methyl)piperidine-1-carboxylate